N-(3-(7-methyl-2-((4-morpholinophenyl)amino)quinazolin-8-yl)phenyl)acrylamide CC1=CC=C2C=NC(=NC2=C1C=1C=C(C=CC1)NC(C=C)=O)NC1=CC=C(C=C1)N1CCOCC1